tert-butyl 2,2-dimethyl-4-methylsulfonyloxy-piperidine-1-carboxylate CC1(N(CCC(C1)OS(=O)(=O)C)C(=O)OC(C)(C)C)C